1-[3-(4,4,5,5-tetramethyl-1,3,2-dioxaborolan-2-yl)phenyl]piperidin-4-ol CC1(OB(OC1(C)C)C=1C=C(C=CC1)N1CCC(CC1)O)C